OC(CCCCCCCCCCC)=O oxatridecanon